dimethyl-1,2-diaminopropane CC(C(C)N)(N)C